NC1=NC=2C=C(C(=CC2C2=C1COC2)C(=O)N2[C@@H](COC[C@@H]2C2=NC=C(C=C2)OC(F)(F)F)C)Cl (4-amino-7-chloro-1,3-dihydrofuro[3,4-c]quinolin-8-yl)((3R,5S)-3-methyl-5-(5-(trifluoromethoxy)-2-pyridinyl)-4-morpholinyl)methanone